(2-methoxyphenyl)(3-phenyl-1H-indol-2-yl)(thiophen-3-yl)methanol COC1=C(C=CC=C1)C(O)(C1=CSC=C1)C=1NC2=CC=CC=C2C1C1=CC=CC=C1